C(C)OC(C(=CC1=CC=CC=C1)OC)=O Methoxycinnamic acid ethyl ester